4-CHLORO-2-(PIPERIDIN-1-YL)PHENYLBORONIC ACID ClC1=CC(=C(C=C1)B(O)O)N1CCCCC1